[4-[(naphthalene-2-carbonylamino)methyl]phenyl]boronic acid C1=C(C=CC2=CC=CC=C12)C(=O)NCC1=CC=C(C=C1)B(O)O